dl-ascorbic acid phosphate P(=O)(O)(O)O.O=C1C(O)=C(O)[C@@H](O1)[C@H](O)CO |r|